tert-butyl-N-[(1S)-1-[(2S,4S)-4-hydroxy-2-[[4-(4-methylthiazol-5-yl)phenyl]methylcarbamoyl]pyrrolidine-1-carbonyl]-2,2-dimethyl-propyl]carbamate C(C)(C)(C)OC(N[C@@H](C(C)(C)C)C(=O)N1[C@@H](C[C@@H](C1)O)C(NCC1=CC=C(C=C1)C1=C(N=CS1)C)=O)=O